[2-[6-ethyl-1-(2-methyl-1,3-thiazol-5-yl)pyrrolo[2,3-b]pyridin-2-yl]-5-methoxy-3-methylimidazo[1,2-a]pyridin-7-yl]methanone C(C)C1=CC=C2C(=N1)N(C(=C2)C=2N=C1N(C(=CC(=C1)C=O)OC)C2C)C2=CN=C(S2)C